ClC=1C=C2CCC[C@]3(C2=CC1)CN(C1=C(OC3)C=CC(=C1)C(=O)OC(C)(C)C)C[C@H]1[C@@H](CC1)[C@H](CC=C)O (S)-Tertbutyl 6'-Chloro-5-(((1R,2R)-2-((S)-1-Hydroxybut-3-En-1-Yl) Cyclobutyl)Methyl)-3',4,4',5-Tetrahydro-2H,2'H-Spiro[Benzo[B][1,4]Oxazepine-3,1'-Naphthalene]-7-Carboxylate